[(1S)-2-[3-[4-(5-hydroxy-1-tetrahydropyran-2-yl-indazol-3-yl)pyrimidin-2-yl]oxypropoxy]-1-methyl-ethyl]methanesulfonate OC=1C=C2C(=NN(C2=CC1)C1OCCCC1)C1=NC(=NC=C1)OCCCOC[C@H](C)CS(=O)(=O)[O-]